N-(6-amino-5-ethyl-3-pyridyl)-2-[(5S)-5-methyl-2-[2-(1-methyl-4-piperidyl)-1,3-Benzothiazol-5-Yl]-1-piperidyl]-2-oxo-acetamide NC1=C(C=C(C=N1)NC(C(=O)N1C(CC[C@@H](C1)C)C=1C=CC2=C(N=C(S2)C2CCN(CC2)C)C1)=O)CC